(1S,3R,5R)-1-((1H-1,2,3-triazol-1-yl)methyl)-N-(3-(5-fluoropyrimidin-2-yl)-4-methylphenyl)-3-methyl-6-azabicyclo[3.1.1]heptane-6-carboxamide N1(N=NC=C1)C[C@@]12C[C@@H](C[C@@H](N1C(=O)NC1=CC(=C(C=C1)C)C1=NC=C(C=N1)F)C2)C